(S)-N-((1,3-dimethyl-1H-pyrazol-4-yl)methyl)-6-(3,5-dimethylisoxazole-4-yl)-4-(3-phenylmorpholino)quinazoline-2-carboxamide CN1N=C(C(=C1)CNC(=O)C1=NC2=CC=C(C=C2C(=N1)N1[C@H](COCC1)C1=CC=CC=C1)C=1C(=NOC1C)C)C